C1(CC1)C1=CC(=C(C(=C1)C)N1N=C2N=C(NC(C2=C1)=O)OCC)OC(F)F 2-[4-cyclopropyl-2-(difluoromethoxy)-6-methylphenyl]-6-ethoxy-2,5-dihydro-4H-pyrazolo[3,4-d]pyrimidin-4-one